bis(triethoxyphenyl)benzene C(C)OC1=C(C(=C(C=C1)C1=C(C=CC=C1)C1=C(C(=C(C=C1)OCC)OCC)OCC)OCC)OCC